CC1(C(C(CCCCCCCCC1)=NO)(C)C)C tetramethylcyclododecanone monooxime